NC1=NC=2C=C(C(=CC2C2=C1COC2)C(=O)N(CC2=NC=C(C=C2)C(F)(F)F)C)C 4-amino-N,7-dimethyl-N-((5-(trifluoromethyl)-2-pyridinyl)methyl)-1,3-dihydrofuro[3,4-c]quinoline-8-carboxamide